Cl.Cl.N[C@H](C(=O)NC1=CC(=C(C=C1)C1=C(C=NC=C1C)C)F)C(C1=CC=CC=C1)C1=CC=CC=C1 (S)-2-amino-N-(4-(3,5-dimethylpyridin-4-yl)-3-fluorophenyl)-3,3-diphenylpropanamide dihydrochloride